2-fluoro-2-(4-(methyloxycarbonyloxy)phenyl)acetic acid FC(C(=O)O)C1=CC=C(C=C1)OC(=O)OC